4-bromo-1-(2-(dimethylamino)ethyl)pyridin-2(1H)-one BrC1=CC(N(C=C1)CCN(C)C)=O